N1(CCNCCCN(CCC1)CC1=C(C(=CC(=C1)C)CN)O)CC1=C(C(=CC(=C1)C)CN)O 2'-[1,4,8-triazacycloundecane-1,8-diylbis(methylene)]bis[6-(aminomethyl)-4-methylphenol]